5-Bromo-pyrazolo-[1,5-a]-pyridine BrC1=CC=2N(C=C1)N=CC2